CC1=C(C=CC=C1C)C1CCN(CC1)C(CN1N=C(C=2CCCCC12)C(=O)N1CCC(CC1)O)=O 1-(4-(2,3-dimethylphenyl)piperidin-1-yl)-2-(3-(4-hydroxypiperidine-1-carbonyl)-4,5,6,7-tetrahydro-1H-indazol-1-yl)ethanone